ClC=1C=C(C(=NC1)C#CC1CC1)N1CCOCC1 4-[5-Chloro-2-(2-cyclopropylethyn-yl)pyridin-3-yl]-morpholine